N-methoxy-4-methoxy-3,5-dimethylpyridine CON1CC(=C(C(=C1)C)OC)C